CC(CC)(CC)S 3-methyl-3-pentanethiol